2-(2-{[6-({2-[2-(3,6-dimethoxy-9H-carbazolylcarbonyloxy)ethoxy]ethoxy}methyl)-2-pyridyl]methoxy}ethoxy)ethyl 3,6-dimethoxy-9-carbazolecarboxylate COC=1C=CC=2N(C3=CC=C(C=C3C2C1)OC)C(=O)OCCOCCOCC1=NC(=CC=C1)COCCOCCOC(=O)C1=CC(=CC=2C3=CC(=CC=C3NC12)OC)OC